FC1=CC(=CC=2SC3=C(C21)C=CC=C3)F 1,3-difluorodibenzothiophene